[6-[4-chloro-2-(5-cyclopropyl-2-methylpyrazol-3-yl)oxyphenyl]pyridin-3-yl]methanamine ClC1=CC(=C(C=C1)C1=CC=C(C=N1)CN)OC=1N(N=C(C1)C1CC1)C